CN([C@H]1CN2C(OC1)=C(C=N2)[S@@](=O)(NC(NC2=C1CCCC1=C(C=1CCCC21)F)=O)=N)C (S,6S)-6-(dimethylamino)-N-((8-fluoro-1,2,3,5,6,7-hexahydro-s-indacen-4-yl)carbamoyl)-6,7-dihydro-5H-pyrazolo[5,1-b][1,3]oxazine-3-sulfonimidamide